FC1=CC=C(C=C1)C(C)C1=C(N=CC(=N1)C(=O)O)NCCN1CCCC1 6-(1-(4-fluorophenyl)ethyl)-5-((2-(pyrrolidin-1-yl)ethyl)amino)pyrazine-2-carboxylic acid